methylcyclohexyl-bis(propoxymethyl)silane C[Si](COCCC)(COCCC)C1CCCCC1